6-chloro-1-(1,4-dioxaspiro[4.5]decan-8-yl)-1H-pyrazolo[3,4-b]pyrazine ClC1=CN=C2C(=N1)N(N=C2)C2CCC1(OCCO1)CC2